5-(((trans-3-(3-cyclopropyl-4-(6-(3-hydroxyazetidin-1-yl)quinoxalin-2-yl)-1H-pyrazol-1-yl)cyclobutyl)methyl)amino)-2-(2,6-dioxopiperidin-3-yl)isoindoline-1,3-dione C1(CC1)C1=NN(C=C1C1=NC2=CC=C(C=C2N=C1)N1CC(C1)O)[C@@H]1C[C@H](C1)CNC=1C=C2C(N(C(C2=CC1)=O)C1C(NC(CC1)=O)=O)=O